1,1,1-trifluoro-2-(imidazo[1,2-a]pyrazin-6-yl)propan-2-ol FC(C(C)(O)C=1N=CC=2N(C1)C=CN2)(F)F